ClC1=CC(=C(COC=2C=C(C=CC2F)N[C@H]2CN(CC2)CC2=NC3=C(N2C[C@H]2OCC2)C=C(C=C3)C(=O)O)C=C1)F 2-(((R)-3-((3-((4-chloro-2-fluorobenzyl)oxy)-4-fluorophenyl)amino)pyrrolidin-1-yl)methyl)-1-(((S)-oxetan-2-yl)methyl)-1H-benzo[d]imidazole-6-carboxylic acid